(R)-tert-butyl 3-((S)-1-(tert-butoxy)-3-(3-(2-((methylsulfonyl)oxy)ethyl)phenyl)-1-oxopropane-2-yl)pyrrolidine-1-carboxylate C(C)(C)(C)OC([C@@H](CC1=CC(=CC=C1)CCOS(=O)(=O)C)[C@@H]1CN(CC1)C(=O)OC(C)(C)C)=O